3,5-difluoro-4-hydroxy-N-({(1r,4r)-4-[6-(pyridin-2-yl)-2H-indazol-2-yl]cyclohexyl}methyl)benzamide FC=1C=C(C(=O)NCC2CCC(CC2)N2N=C3C=C(C=CC3=C2)C2=NC=CC=C2)C=C(C1O)F